4-(3-(2,4-dimethoxybenzyl)-2-(1-methyl-1H-pyrazol-4-yl)-5-(3-(m-tolyl)-5,6-dihydropyridazin-1(4H)-yl)-3H-imidazo[4,5-b]pyridin-7-yl)morpholine COC1=C(CN2C(=NC=3C2=NC(=CC3N3CCOCC3)N3N=C(CCC3)C=3C=C(C=CC3)C)C=3C=NN(C3)C)C=CC(=C1)OC